8-(4-chloro-phenylthio)-2'-deoxyadenosine ClC1=CC=C(C=C1)SC=1N([C@H]2C[C@H](O)[C@@H](CO)O2)C=2N=CN=C(C2N1)N